ClC1=C(C=C(C=C1Cl)Cl)C=1OC=CN1 (2,3,5-trichlorophenyl)oxazol